5-oxo-N-(2-propanyl)-N-((5-(trifluoromethyl)-2-pyridinyl)methyl)-5,6-dihydropyrazolo[1,5-c]quinazoline-9-carboxamide O=C1NC=2C=CC(=CC2C=2N1N=CC2)C(=O)N(CC2=NC=C(C=C2)C(F)(F)F)C(C)C